C1(CC1)C1=NC(=CC(=C1)C1=C(C=C(C#N)C=C1)C=1N(N=CC1C)C)N1C=NC2=C(C1=O)NC(=C2)CN2C[C@H](CCC2)C 4-[2-cyclopropyl-6-[6-[[(3S)-3-methylpiperidin-1-yl]methyl]-4-oxo-5H-pyrrolo[3,2-d]pyrimidin-3-yl]pyridin-4-yl]-3-(2,4-dimethylpyrazol-3-yl)benzonitrile